2-(4-chloropyridin-2-yl)propan-2-ol ClC1=CC(=NC=C1)C(C)(C)O